C1(CC1)C[C@@H](C(N[C@@H](C[C@H]1C(NCC1)=O)C(COC(F)(F)F)=O)=O)NC(C(=O)NCC(F)(F)F)=O N1-((S)-3-cyclopropyl-1-oxo-1-(((S)-3-oxo-1-((S)-2-oxopyrrolidin-3-yl)-4-(trifluoromethoxy)butan-2-yl)amino)propan-2-yl)-N2-(2,2,2-trifluoroethyl)oxalamide